N-((1s,3s)-3-hydroxy-3-methylcyclobutyl)-2-(8-carbonyl-5-phenylthieno[2',3':4,5]pyrrolo[1,2-d][1,2,4]triazin-7(8H)-yl)acetamide OC1(CC(C1)NC(CN1N=C(N2C(C1=C=O)=CC1=C2C=CS1)C1=CC=CC=C1)=O)C